C(CCC=CCCCCCC)=O undeca-4-ene-1-aldehyde